C(C)(C)(C)C1C(C1)C=1C=C(N=NC1C)N1C(NC(C=C1)=O)=O (5-(2-(tert-butyl)cyclopropyl)-6-methylpyridazin-3-yl)pyrimidine-2,4(1h,3h)-dione